FC(CNC1=C(C#N)C=C(C=C1)C=1OC(=NN1)C1=CC=NC=C1)F 2-((2,2-difluoro-ethyl)amino)-5-(5-(pyridin-4-yl)-1,3,4-oxadiazol-2-yl)benzonitrile